N(=[N+]=[N-])CCOC1=CC=C(C=C1)C[C@@H](COCC)N1C=NC=2C(=NC=3C=CC=CC3C21)N (S)-1-(1-(4-(2-azidoethoxy)phenyl)-3-ethoxypropan-2-yl)-1H-imidazo[4,5-c]quinolin-4-amine